methyl 7-(1-(adamantan-1-ylmethyl)-5-methyl-1H-pyrazol-4-yl)-4-(6-(benzo[d]thiazol-2-ylamino) pyridin-3-yl)-3,4-dihydro-2H-pyrido[3,2-b][1,4]oxazine-8-carboxylate C12(CC3CC(CC(C1)C3)C2)CN2N=CC(=C2C)C2=C(C=3OCCN(C3N=C2)C=2C=NC(=CC2)NC=2SC3=C(N2)C=CC=C3)C(=O)OC